dipropyldichlorosilane C(CC)[Si](Cl)(Cl)CCC